N-(1-(3-([1,1'-biphenyl]-2-ylethynyl)-1H-indazole-5-carbonyl)pyrrolidin-3-yl)-2,3-dihydrobenzo[b][1,4]dioxine-6-carboxamide C1(=C(C=CC=C1)C#CC1=NNC2=CC=C(C=C12)C(=O)N1CC(CC1)NC(=O)C1=CC2=C(OCCO2)C=C1)C1=CC=CC=C1